1-[(2,2-dimethyl-1,3-dioxolan-4-yl)methyl]-3-nitro-1H-1,2,4-triazole CC1(OCC(O1)CN1N=C(N=C1)[N+](=O)[O-])C